CC1=C(C(=O)C=2NC3=CC(=CC=C3C2)N2N=CC(C2=O)C(=O)N)C=CC=C1 1-(2-methylbenzoyl-indol-6-yl)-5-oxo-4H-pyrazole-4-carboxamide